methyl-(benzyl)dipentyloxysilane C[Si](OCCCCC)(OCCCCC)CC1=CC=CC=C1